FC(C=1N=C(C2=C(N1)N1C(C=C2)=NC(=C1)C=1OC=NN1)C(F)(F)F)(F)F 2-(2,4-bis(trifluoromethyl)imidazo[1',2':1,6]pyrido[2,3-d]pyrimidin-8-yl)-1,3,4-oxadiazole